C(C)[C@H]1N(C[C@@H](N(C1)C=1C2=C(N(C(N1)=O)C)C=CC(=N2)C#N)C)[C@@H](CC)C2=CC=C(C=C2)C(F)(F)F 4-((2S,5R)-5-ethyl-2-methyl-4-((S)-1-(4-(trifluoromethyl)phenyl)propyl)piperazin-1-yl)-1-methyl-2-oxo-1,2-dihydropyrido[3,2-d]pyrimidine-6-carbonitrile